The molecule is an optically active form of sulpiride having (R)-configuration. The active enantiomer of the racemic drug sulpiride. It is an enantiomer of a (S)-(-)-sulpiride. CCN1CCC[C@@H]1CNC(=O)C2=C(C=CC(=C2)S(=O)(=O)N)OC